BrC1=CC(=C(C=C1)C1=NN=C(C2=CC(=CC=C12)F)F)OC 1-(4-bromo-2-methoxyphenyl)-4,6-difluorophthalazine